ClC[C@H](C)NC(OC(C)(C)C)=O tert-butyl N-[(1S)-2-chloro-1-methyl-ethyl]carbamate